Cl.Cl.ClCCCN1CCN(CC1)C(C1=CC=CC=C1)C1=CC=CC=C1 1-(3-chloropropyl)-4-benzhydryl-piperazine dihydrochloride